N-(2-chloro-4-(trifluoromethyl)phenyl)-2-(5-ethyl-7-oxo-6-(piperazin-1-yl)-2-(2,5,6,7-tetrahydro-oxepin-3-yl)-[1,2,4]triazolo[1,5-a]pyrimidin-4(7H)-yl)acetamide ClC1=C(C=CC(=C1)C(F)(F)F)NC(CN1C=2N(C(C(=C1CC)N1CCNCC1)=O)N=C(N2)C=2COCCCC2)=O